4-cyano-4'-propoxy-p-terphenyl C(#N)C1=CC=C(C=C1)C1=CCC(C=C1)(C1=CC=CC=C1)OCCC